ClC=1C=C(C=CC1OCC1=NC=CC=C1)C1=NC2=CC(=C(C=C2C=C1C#N)C1C(CN1CC(C(=O)N)=C)N(C)C)OCC 4-((3-chloro-4-(pyridin-2-ylmethoxy)phenyl)-3-cyano-7-ethoxyquinolin-6-yl)-2-((3-(dimethylamino)azetidin-1-yl)methyl)acrylamide